6-chloro-5-(4-hydroxy-3-methoxy-phenyl)-3-[hydroxy-(3-methylisoxazol-5-yl)methylene]indolin-2-one ClC1=C(C=C2C(C(NC2=C1)=O)=C(C1=CC(=NO1)C)O)C1=CC(=C(C=C1)O)OC